porphyrin gallium-cobalt [Co].[Ga].C12=CC=C(N1)C=C1C=CC(=N1)C=C1C=CC(N1)=CC=1C=CC(N1)=C2